(7S)-9-(2,6-difluorophenyl)-N-(2-hydroxy-2-methyl-propyl)-7-methyl-13,16-dioxa-18-thia-2,3,5,8-tetraazatetracyclo[8.8.0.02,6.011,17]octadeca-1(10),3,5,8,11(17)-penta-ene-4-carboxamide FC1=C(C(=CC=C1)F)C1=N[C@H](C2=NC(=NN2C=2SC=3OCCOCC3C12)C(=O)NCC(C)(C)O)C